2-(4-cyclopropyl-6-methoxypyrimidin-5-yl)-6-(2-methyl-1,2,3-triazol-4-yl)pyrido[2,3-d]pyrimidin-7-one C1(CC1)C1=NC=NC(=C1C=1N=CC=2C(N1)=NC(C(C2)C2=NN(N=C2)C)=O)OC